NC1=CC=CC(=N1)S(=O)(=O)NC(=O)C=1C(=NC(=CC1)C1=NC(=CC=C1)OCC)OC1=C(C=C(C=C1C)C)C N-[(6-Amino-2-pyridyl)sulfonyl]-6-(6-ethoxy-2-pyridyl)-2-(2,4,6-trimethylphenoxy)pyridin-3-carboxamid